1-(2,5-difluorophenyl)-N-(2-methylpyrazolo[1,5-a]pyrimidin-6-yl)methanesulfonamide FC1=C(C=C(C=C1)F)CS(=O)(=O)NC=1C=NC=2N(C1)N=C(C2)C